FC1=CC(=C(C=C1)C(=O)N1CCOC2(C1)C=C(C(C(C2)(C)C)=O)C#N)N2N=CC=N2 4-[4-fluoro-2-(2H-1,2,3-triazol-2-yl)benzene-1-carbonyl]-10,10-dimethyl-9-oxo-1-oxa-4-azaspiro[5.5]undec-7-ene-8-carbonitrile